(2r,5r)-3-(3-amino-5-chlorophenyl-ethyl)-2-(1-(4-bromophenyl)-3-(4-fluorophenyl)-1H-pyrazol-4-yl)-5-methyl-oxazolidin-4-one NC=1C=C(C=C(C1)Cl)CCN1[C@H](O[C@@H](C1=O)C)C=1C(=NN(C1)C1=CC=C(C=C1)Br)C1=CC=C(C=C1)F